C(C)(C)(C)OC(=O)N1C(C=2N(C=3C(=CC=CC13)C)C1=CC=CC(=C1C2)Br)=O 8-bromo-1-methyl-6-oxoindolo[1,2-a]quinoxaline-5(6H)-carboxylic acid tert-butyl ester